2-(4-((methylamino)methyl)phenyl)ethan-1-ol CNCC1=CC=C(C=C1)CCO